FC([C@H](N)C(=O)O)C1=CC=CC=C1 |r| β-Fluoro-DL-phenylalanine